6-methoxy-2,3,4,9-tetrahydro-1H-carbazol-1-amine COC=1C=C2C=3CCCC(C3NC2=CC1)N